CC1=NC=NC=C1C(=O)NCC=1C=C2C(=C(NC2=CC1)C)C1=NC(=CC=C1)C 4-methyl-N-[[2-methyl-3-(6-methyl-2-pyridyl)-1H-indol-5-yl]methyl]pyrimidine-5-carboxamide